CC=1C(=NC=C(C1)C)NC=1SC=C(N1)C1=NC=C(C=C1)OCC N-(3,5-dimethylpyridin-2-yl)-4-(5-ethoxypyridin-2-yl)thiazol-2-amine